2-methyl-[4-(methylthio)phenyl]-2-morpholinopropan-1-one CC(C(=O)C1=CC=C(C=C1)SC)(C)N1CCOCC1